2-chloro-5-fluoro-6-(7-methoxy-6-(3-methyloxetan-3-yl)imidazo[1,2-b]pyridazin-3-yl)nicotinonitrile ClC1=C(C#N)C=C(C(=N1)C1=CN=C2N1N=C(C(=C2)OC)C2(COC2)C)F